dilauroyl-trimethylolpropane C(CCCCCCCCCCC)(=O)C(C(CO)(CO)CO)(C)C(CCCCCCCCCCC)=O